OCC(CCOC(CN(C(OCC1=CC=CC=C1)=O)C)(C)C)(C)C1=CC(=CC=C1)I Benzyl (2-(4-hydroxy-3-(3-iodophenyl)-3-methylbutoxy)-2-methylpropyl)(methyl)carbamate